C12CN(CC(NC1)C2)C2=NC(=NC1=C(C(=C(C=C21)Cl)C2=CC=C(C1=C2N=C(S1)N)F)F)OC[C@]12CCCN2C[C@@H](C1)F 4-(4-(3,6-diazabicyclo-[3.2.1]octan-3-yl)-6-chloro-8-fluoro-2-(((2R,7aS)-2-fluorotetrahydro-1H-pyrrolizin-7a(5H)-yl)methoxy)-quinazolin-7-yl)-7-fluoro-benzo[d]thiazol-2-amine